5-methyl-(6S)-tetrahydrofolate CN1C=2C(NC(=NC2NC[C@@H]1CNC1=CC=C(C(N[C@@H](CCC(=O)[O-])C(=O)O)=O)C=C1)N)=O